N-(hexane-3-yl)nonane-1,9-diamine CCC(CCC)NCCCCCCCCCN